(R)-TERT-BUTYL 4-ISOPROPYL-3-METHYLPIPERAZINE-1-CARBOXYLATE C(C)(C)N1[C@@H](CN(CC1)C(=O)OC(C)(C)C)C